CC1=CN=C(S1)C=1C=C(C(=O)N[C@H](C)C=2C=NC(=NC2)C(F)(F)F)C=C(C1)O[C@H]1COCC1 3-(5-Methyl-1,3-thiazol-2-yl)-5-[(3R)-tetrahydrofuran-3-yloxy]-N-{(1R)-1-[2-(trifluoro-methyl)pyrimidin-5-yl]ethyl}benzamide